NC=1C(=CC(=C(C#N)C1)Cl)N1C(CCCC1)C=C 5-amino-2-chloro-4-(2-vinylpiperidin-1-yl)benzonitrile